CN1C(=NC=C1)C(=O)N methyl-1H-imidazole-2-carboxamide